2-((4-(6-nitro-1-(tetrahydro-2H-pyran-2-yl)-1H-indazol-4-yl)-1H-1,2,3-triazol-1-yl)methyl)imidazo[1,2-a]pyridine-6-formaldehyde [N+](=O)([O-])C1=CC(=C2C=NN(C2=C1)C1OCCCC1)C=1N=NN(C1)CC=1N=C2N(C=C(C=C2)C=O)C1